4-(2-(2-Chloro-4-(3-(4-cyano-3-(trifluoromethyl)phenyl)-5,5-dimethyl-4-oxo-2-thioxoimidazolidin-1-yl)phenoxy)ethyl)piperazine-1-carboxylic acid tert-butyl ester C(C)(C)(C)OC(=O)N1CCN(CC1)CCOC1=C(C=C(C=C1)N1C(N(C(C1(C)C)=O)C1=CC(=C(C=C1)C#N)C(F)(F)F)=S)Cl